(S)-N-(7-((7-Oxa-2-azaspiro[3.5]nonan-2-yl)methyl)-5-methyl-4-oxo-2,3,4,5-tetrahydrobenzo[b][1,4]oxazepin-3-yl)-4-phenoxypicolinamid C1N(CC12CCOCC2)CC2=CC1=C(OC[C@@H](C(N1C)=O)NC(C1=NC=CC(=C1)OC1=CC=CC=C1)=O)C=C2